F[C@@H]1[C@@H](C1)C(=O)NC=1N=C2N(C=C(C=C2)C=2C=NC=CC2C)C1C (1S,2S)-2-fluoro-N-(3-methyl-6-(4-methylpyridin-3-yl)imidazo[1,2-a]pyridin-2-yl)cyclopropane-1-carboxamide